O=C1N(CC2=CC(=CC=C12)N1CC2(C1)CCN(CC2)CC2CCNCC2)C2C(NC(CC2)=O)=O 3-{1-oxo-5-[7-(piperidin-4-ylmethyl)-2,7-diazaspiro[3.5]non-2-yl]-3H-isoindol-2-yl}piperidine-2,6-dione